N-[3-[2-(difluoromethoxy)-5-(3-hydroxyphenyl)sulfonyl-phenyl]-1-methyl-pyrazol-4-yl]pyrazolo[1,5-a]pyrimidine-3-carboxamide FC(OC1=C(C=C(C=C1)S(=O)(=O)C1=CC(=CC=C1)O)C1=NN(C=C1NC(=O)C=1C=NN2C1N=CC=C2)C)F